C(CCCCCCC)ON1C(C(CCC1(C)C)C(C(=O)[O-])(CCCCCCCC(=O)[O-])C1C(N(C(CC1)(C)C)OCCCCCCCC)(C)C)(C)C bis(1-octyloxy-2,2,6,6-tetramethyl piperidyl)sebacate